Cl.CO[C@@H]1[C@@H](CNCC1)NC1=CC=CC(=N1)S(=O)(=O)NC1=NC(=C(C=C1)C(F)(F)F)C1=C(C=CC=C1)C 6-(((3R,4S)-4-methoxypiperidin-3-yl)amino)-N-(6-(o-tolyl)-5-(trifluoromethyl)pyridin-2-yl)pyridine-2-sulfonamide hydrochloride